FC(C(=O)O)(F)F.FC(C(=O)O)(F)F.N[C@H](C)N1C(NC(C1C1CC1)=O)=O ((S)-1-aminoethyl)-5-cyclopropylimidazolidine-2,4-dione bis(2,2,2-trifluoroacetate)